(2S,3S)-ethyl 3-((6-acetyl-2-chloro-5-fluoropyrimidin-4-yl)amino)bicyclo[2.2.2]octane-2-carboxylate C(C)(=O)C1=C(C(=NC(=N1)Cl)N[C@@H]1[C@H](C2CCC1CC2)C(=O)OCC)F